6-(bromomethyl)-2'-chloro-5'-methoxy-(4,4'-bipyridine)-3-carboxylic acid BrCC1=CC(=C(C=N1)C(=O)O)C1=CC(=NC=C1OC)Cl